1-ethyl-3-(3-(dimethylamino)propyl)-carbodiimide C(C)N=C=NCCCN(C)C